C(C)(C)NS(=O)(=O)C1=CN(C2=NC=C(N=C21)NC2CCN(CC2)C(=O)OC(C)(C)C)C(C2=CC=CC=C2)(C2=CC=CC=C2)C2=CC=CC=C2 tert-Butyl 4-((7-(N-isopropylsulfamoyl)-5-trityl-5H-pyrrolo[2,3-b]pyrazin-2-yl)amino)piperidine-1-carboxylate